BrC=1C(=C(C=CC1)C1=CC(=C(C=O)C(=C1)OC)F)Cl 4-(3-bromo-2-chloro-phenyl)-2-fluoro-6-methoxy-benzaldehyde